BrC=1C=C(OCC2=NC=C(C=C2)F)C=CC1C 2-[(3-bromo-4-methyl-phenoxy)methyl]-5-fluoro-pyridine